C1(=CC=CC=C1)NC(CC)=O N-phenylpropanamide